CC(C)(COP(=O)([O-])OP(=O)([O-])OC[C@@H]1[C@H]([C@H]([C@@H](O1)N2C=NC3=C(N=CN=C32)N)O)OP(=O)([O-])[O-])[C@H](C(=O)NCCC(=O)NCCSC(=O)CC(C)(C(=O)[O-])O)O The molecule is pentaanion of citramalyl-CoA arising from deprotonation of phosphate, diphosphate and carboxy functions. It is a conjugate base of a citramalyl-CoA.